(3aR,5s,6aS)-2-(tetrahydropyran-4-ylmethyl)-N-[6-(2-thienyl)pyridazin-3-yl]-3,3a,4,5,6,6a-hexahydro-1H-cyclopenta[c]pyrrol-5-amine O1CCC(CC1)CN1C[C@@H]2[C@H](C1)CC(C2)NC=2N=NC(=CC2)C=2SC=CC2